Cl.C(C1=CC=CC=C1)C1C(CC(NC1)(C)C)=O 5-benzyl-2,2-dimethyl-piperidin-4-one hydrochloride